NC(C)(C)CS(=O)(=O)OC(C=C)=O.[NH4+] ammonium acryloyl dimethyltaurate